[I].ClC1=CC=CC(=N1)C1=C(C(=C(C=C1C)C)OS(=O)(=O)C(F)(F)F)C (6-chloropyridin-2-yl)(mesityl)trifluoromethanesulfonic acid iodine